C(C)(=O)C=1C(OC2=C(C1N1CCOCC1)C=CC(=C2)NC2=NC=CC(=N2)C2=C(C=CC=C2)OCC(C)C)=O 3-acetyl-7-{[4-(2-isobutoxyphenyl)pyrimidin-2-yl]amino}-4-morpholino-2H-benzopyran-2-one